C(C)C1=C(C=NN1CCOC)C1=C(C(=C(C=C1)C1=CN=C(N1C)C(=O)N)F)F 5-[4-[5-ethyl-1-(2-methoxyethyl)pyrazol-4-yl]-2,3-difluoro-phenyl]-1-methyl-imidazole-2-carboxamide